ClC=1C=CC(=NC1)CC(=O)NC1=CC(=CC=C1)[C@H](C)NC=1C=NC=2C(N1)=NN(C2)CC (S)-2-(5-chloropyridin-2-yl)-N-(3-(1-((2-ethyl-2H-pyrazolo[3,4-b]pyrazin-6-yl)amino)ethyl)phenyl)acetamide